N-[(3,4-dichlorophenyl)methyl]-propanamid ClC=1C=C(C=CC1Cl)CNC(CC)=O